2-(4-methyl-1,2,4-triazol-3-yl)-[1,1'-biphenyl] CN1C(=NN=C1)C1=C(C=CC=C1)C1=CC=CC=C1